C1(=CC=CC=C1)N1C2=CC=CC=C2C=2C=C(C=CC12)C1=CC=C(C=C1)C1=C(C=CC=2C3=CC=CC=C3C3(C12)C1=CC=CC=C1C=1C=CC=CC13)NC1=CC=C(C=C1)C1=CC=CC3=CC=CC=C13 [4-(9-phenyl-9H-carbazol-3-yl)phenyl]-N-[4-(1-naphthyl)phenyl]-9,9'-spirobi[9H-fluoren]-2-amine